(2S)-2-amino-4-(but-3-ynoylamino)butanoic acid N[C@H](C(=O)O)CCNC(CC#C)=O